2-[3-(2-bromoethoxy)phenyl]-4,4,5,5-tetramethyl-1,3,2-dioxaborolane BrCCOC=1C=C(C=CC1)B1OC(C(O1)(C)C)(C)C